(S)-N-(1-(2-chloro-3-methoxyphenyl)-1,4,5,7-tetrahydropyrano[3,4-c]pyrazol-4-yl)-4,5,6,7-tetrahydrobenzo[d]isoxazole-3-carboxamide ClC1=C(C=CC=C1OC)N1N=CC2=C1COC[C@H]2NC(=O)C2=NOC1=C2CCCC1